BrC=1C(N(C=NC1)C(C)C)=O 5-bromo-3-isopropylpyrimidin-4(3H)-one